NC1=C(C=C(C=C1)[N+](=O)[O-])NC([C@H](C)N(C(OC(C)(C)C)=O)C)=O Tert-butyl (S)-(1-((2-amino-5-nitrophenyl)amino)-1-oxopropan-2-yl)(methyl)carbamate